3-(((1-(7,8-Dichloro-4-(1H-Imidazol-1-Yl)Quinolin-2-Yl)Pyrrolidin-2-Yl)Methyl)(Methyl)Amino)Propanoic Acid ClC1=CC=C2C(=CC(=NC2=C1Cl)N1C(CCC1)CN(CCC(=O)O)C)N1C=NC=C1